2-(2-((5-(1-aminoisoquinolin-7-yl)-2-cyclobutyl-2H-indazol-3-yl)methoxy)-4-methylphenyl)acetic acid NC1=NC=CC2=CC=C(C=C12)C1=CC2=C(N(N=C2C=C1)C1CCC1)COC1=C(C=CC(=C1)C)CC(=O)O